4-[3-(triphenylene-2-yl)phenyl]dibenzothiophene C1=C(C=CC=2C3=CC=CC=C3C3=CC=CC=C3C12)C=1C=C(C=CC1)C1=CC=CC2=C1SC1=C2C=CC=C1